tert-butyl 4-[[[1-(4-cyanophenyl)-5-(4-methylphenyl)pyrazol-3-yl]-[(2-methylpropan-2-yl)oxycarbonyl]amino]methyl]piperidine-1-carboxylate C(#N)C1=CC=C(C=C1)N1N=C(C=C1C1=CC=C(C=C1)C)N(C(=O)OC(C)(C)C)CC1CCN(CC1)C(=O)OC(C)(C)C